BrC=1C=C2C(C(NC2=CC1)=O)=NN=C1SCC(N1C1=C(C=C(C=C1)C)C)=O 5-bromo-3-(2-(3-(2,4-dimethylphenyl)-4-oxothiazolidine-2-ylidene)hydrazono)indol-2-one